(E)-3-(2,6-dichloro-3,5-dimethoxyphenyl)-1-(1-(4-(dimethylamino)but-2-enoyl)piperidin-4-yl)-7-(isopropylamino)-1,6-naphthyridin-2(1H)-one ClC1=C(C(=C(C=C1OC)OC)Cl)C=1C(N(C2=CC(=NC=C2C1)NC(C)C)C1CCN(CC1)C(\C=C\CN(C)C)=O)=O